ClC=1N=NC(=CC1N1CC2(C1)C[C@@H](CC2)N2CCC(CC2)C2=C(C=CC=C2)OCCOC)Cl (R)-2-(3,6-dichloropyridazin-4-yl)-6-(4-(2-(2-methoxyethoxy)phenyl)piperidin-1-yl)-2-azaspiro[3.4]octane